9-chloro-1-methyl-1,6-dihydro-2H-pyrido[3',2':6,7]azepino[4,3,2-cd]isoindol-2-one ClC1=CC=2C=C3N(C(C=4C=CC=C(C34)NC2N=C1)=O)C